4-(2-{[(4aS,7aR)-1-methyl-octahydro-1H-cyclopenta[b]pyridin-4a-yl]methoxy}-8-fluoro-4-(5-methyl-1,4-oxazepan-4-yl)pyrido[4,3-d]pyrimidin-7-yl)-5-ethynyl-6-fluoronaphthalen-2-ol CN1[C@H]2[C@@](CCC1)(CCC2)COC=2N=C(C1=C(N2)C(=C(N=C1)C1=CC(=CC2=CC=C(C(=C12)C#C)F)O)F)N1CCOCCC1C